5-(3-(m-tolyl)-1H-pyrazol-1-yl)-3H-imidazo[4,5-b]pyridin C1(=CC(=CC=C1)C1=NN(C=C1)C1=CC=C2C(=N1)NC=N2)C